OB1N(N=C(C2=C1C=NC1=C2C=CN1)C1CCC(CC1)CS(=O)(=O)NC)C 1-((1r,4r)-4-(4-hydroxy-3-methyl-4,7-dihydro-3H-pyrrolo[3',2':5,6]pyrido[3,4-d][1,2,3]diazaborinin-1-yl)cyclohexyl)-N-methylmethanesulfonamide